1-bromo-4-(tert-butyl)-2-chlorobenzene BrC1=C(C=C(C=C1)C(C)(C)C)Cl